FC1=C(C=C(C=C1)\C=C/1\C(N(C(S1)=O)CC=1C=C(C#N)C=CC1)=O)O 3-{[(5Z)-5-[(4-fluoro-3-hydroxyphenyl)methylidene]-2,4-dioxo-1,3-thiazolidin-3-yl]methyl}benzonitrile